N[C@H](C(=O)N1C[C@H]2[C@H]3CC[C@@H]([C@H]2C1)O3)C(C)(C)C (1S,3aR,4S,7R,7aS)-2-((S)-2-amino-3,3-dimethylbutanoyl)octahydro-1H-4,7-epoxyisoindole